2-butylnonyl acrylate C(C=C)(=O)OCC(CCCCCCC)CCCC